4-amino-N-(2-fluoro-4-(trifluoromethyl)benzyl)-1-methyl-N-(2-oxopiperidin-1-yl)-1H-pyrazolo[4,3-c]quinoline-8-carboxamide NC1=NC=2C=CC(=CC2C2=C1C=NN2C)C(=O)N(N2C(CCCC2)=O)CC2=C(C=C(C=C2)C(F)(F)F)F